6-(2-ethoxy-3-pyridyl)-3-isopropyl-N-[(5-methoxy-3-pyridyl)methyl]-1-methyl-pyrazolo[3,4-b]pyridin-4-amine C(C)OC1=NC=CC=C1C=1C=C(C2=C(N1)N(N=C2C(C)C)C)NCC=2C=NC=C(C2)OC